5-{Methyl[3-methyl-5-(4-methylpiperazin-1-yl)imidazo[1,2-a]pyridin-2-yl]methylamino}-2-(pyridin-2-yl)-4,5,6,7-tetrahydro-2H-indazol-3-ol CN(C1CC2=C(N(N=C2CC1)C1=NC=CC=C1)O)CC=1N=C2N(C(=CC=C2)N2CCN(CC2)C)C1C